C(C)OC1=C(C=C(C=C1)S(=O)(=O)N1CC(C1)CNC(OC(C)(C)C)=O)C1=NN2C(C(N1)=O)=C(N=C2CCC)C tert-butyl ((1-((4-ethoxy-3-(5-methyl-4-oxo-7-propyl-3,4-dihydroimidazo[5,1-f][1,2,4]triazin-2-yl)phenyl)sulfonyl)azetidin-3-yl)methyl)carbamate